CC=1C(=NC=2C=C(C(NC2C1N1C(CNCC1)CC1=NC(=CC=C1)C(F)(F)F)=O)C#N)C#N (3R)-3-methyl-4-{[6-(trifluoromethyl)pyridin-2-yl]methyl-piperazin-1-yl}-6-oxo-5,6-dihydro-1,5-naphthyridine-2,7-dicarbonitrile